C(C)N=S(C(F)(F)F)(=O)C=1C=CC2=C(N=C(O2)C2=NC(=CC=C2S(=O)(=O)CC)N2N=CN=C2)C1 Ethylimino-[2-[3-ethylsulfonyl-6-(1,2,4-triazol-1-yl)-2-pyridyl]-1,3-benzoxazol-5-yl]oxo(trifluoromethyl)-λ6-sulfan